CN1N=C(C(=C1C(F)(F)F)S(=O)(=O)N1CCC(CC1)C=1C(=CC=2N(C1)N=CN2)C(F)(F)F)C 6-(1-((1,3-dimethyl-5-(trifluoromethyl)-1H-pyrazol-4-yl)sulfonyl)piperidin-4-yl)-7-(trifluoromethyl)-[1,2,4]triazolo[1,5-a]pyridine